butyl-(±)-3,3-dimethoxy-2-oxo-8-azabicyclo[3.2.1]octane-8-carboxylate C(CCC)OC(=O)N1C2C(C(CC1CC2)(OC)OC)=O